BrC1=CC=C(C=C1)[C@@H](C(F)(F)F)N(C(=O)C1OCCCC1)C N-((S)-1-(4-bromophenyl)-2,2,2-trifluoroethyl)-N-methyltetrahydro-2H-pyran-2-carboxamide